O=C1NC(CCC1N1C(N(C2=C1C=CC=C2C2CCN(CC2)CC2CCC(CC2)N2N=C1C=C(C(=CC1=C2)NC(OC(C)(C)C)=O)OC)C)=O)=O tert-butyl N-[2-[4-[[4-[1-(2,6-dioxo-3-piperidyl)-3-methyl-2-oxo-benzimidazol-4-yl]-1-piperidyl]methyl]cyclohexyl]-6-methoxy-indazol-5-yl]carbamate